BrC=1C=C2C=NN(C2=CC1)C(CCC(=O)OC(C)(C)C)(C)C#N tert-butyl 4-(5-bromo-1H-indazol-1-yl)-4-cyanopentanoate